2-(N-cyano-3,5-difluoroanilino)-5-methyl-N-[(3R)-spiro[3.3]heptan-3-yl]-thiazole-4-carboxamide C(#N)N(C1=CC(=CC(=C1)F)F)C=1SC(=C(N1)C(=O)N[C@@H]1CCC12CCC2)C